C(#N)C1=CC(=C(C=C1)NS(=O)(=O)C1=CNC2=CC(=CC(=C12)F)F)F N-(4-cyano-2-fluorophenyl)-4,6-difluoro-1H-indole-3-sulfonamide